2-[2-(aminomethyl)-3,3-difluoro-allyl]-4-[2-(4-piperazin-1-ylphenyl)-4-pyridinyl]-1,2,4-triazol-3-one NCC(CN1N=CN(C1=O)C1=CC(=NC=C1)C1=CC=C(C=C1)N1CCNCC1)=C(F)F